The molecule is a 3alpha-hydroxy steroid, a 7alpha-hydroxy steroid, a 26-oxo steroid and a steroid aldehyde. It has a role as a human metabolite and a mouse metabolite. It derives from a hydride of a 5beta-cholestane. C[C@H](CCCC(C)C=O)[C@H]1CC[C@@H]2[C@@]1(CC[C@H]3[C@H]2[C@@H](C[C@H]4[C@@]3(CC[C@H](C4)O)C)O)C